C1(=C(C=CC=C1)C1=C2C(=C(C(=C(C2=CC2=CC=CC=C12)[2H])[2H])[2H])[2H])C1=CC=CC=C1 (biphenylyl)anthracene-d4